5-Amino-3,4-dihydro-2H-pyrano[3,2-c]quinoline-9-carboxylic acid methyl ester COC(=O)C1=CC=2C3=C(C(=NC2C=C1)N)CCCO3